7-((S)-1-((2S,4r)-2-(amino-methyl)-6-oxo-5-oxa-7-azaspiro[3.4]octan-7-yl)ethyl)-3-(5-hydroxypyridin-3-yl)-1H-indole-2-carboxylic acid NCC1CC2(C1)OC(N(C2)[C@@H](C)C=2C=CC=C1C(=C(NC21)C(=O)O)C=2C=NC=C(C2)O)=O